ClC=1N=CC2=C(N1)C(N(C2)C2=C(C(=CC=C2)Cl)Cl)=O 2-chloro-6-(2,3-dichlorophenyl)-5,6-dihydro-7H-pyrrolo[3,4-d]pyrimidin-7-one